(4-(1H-pyrazol-1-yl)benzyl)-4-(propan-1-yn-1-yl)-1H-indazole-7-carboxylic acid N1(N=CC=C1)C1=CC=C(CN2N=CC3=C(C=CC(=C23)C(=O)O)C#CC)C=C1